7-(5-(4-methylpiperazin-1-yl)-1H-pyrrolo[2,3-b]pyridin-3-yl)-3,4-dihydropyrrolo[1,2-a]pyrazin-1(2H)-one CN1CCN(CC1)C=1C=C2C(=NC1)NC=C2C=2C=C1N(CCNC1=O)C2